calcium-zinc silicate [Si]([O-])([O-])([O-])[O-].[Zn+2].[Ca+2]